C(CCCCCC)C1=NC2=CC=CC=C2C=C1 heptylquinolin